COC=1C=C(C=CC1OC)[C@@H](C)NC(C1=C(C=CC(=C1)N1CCN(CC1)CC)CCCO)=O N-[(1R)-1-(3,4-Dimethoxyphenyl)ethyl]-5-(4-ethylpiperazin-1-yl)-2-(3-hydroxypropyl)benzamide